O1CCC(=CC1)C1=CC=C2C=C(NC2=C1)C(=O)OC methyl 6-(3,6-dihydro-2H-pyran-4-yl)-1H-indole-2-carboxylate